3-methyl-1H-pyrazol-5(4H)-one CC1=NNC(C1)=O